CC=1C=CC=CC1C1=C(C=CC=C1)C 3,3'-dimethyl-4,4'-biphenyl